N-(4-(4-Amino-7H-pyrrolo[2,3-d]pyrimidin-7-yl)benzyl)-5-benzyl-1H-1,2,4-triazole NC=1C2=C(N=CN1)N(C=C2)C2=CC=C(CN1N=CN=C1CC1=CC=CC=C1)C=C2